(S)-6-(2,7-dimethyl-3-(3,4,5-trifluorophenyl)-4,5,6,7-tetrahydro-2H-pyrazolo[3,4-c]pyridine-6-carbonyl)-4-methyl-2H-benzo[b][1,4]oxazin-3(4H)-one CN1N=C2[C@@H](N(CCC2=C1C1=CC(=C(C(=C1)F)F)F)C(=O)C1=CC2=C(OCC(N2C)=O)C=C1)C